benzyl (S)-3-(5-iodo-4-oxo-3,4-dihydroimidazo[5,1-f][1,2,4]triazin-7-yl)pyrrolidine-1-carboxylate IC=1N=C(N2N=CNC(C21)=O)[C@@H]2CN(CC2)C(=O)OCC2=CC=CC=C2